N-[(1S)-1-[2-(dimethylamino)pyridin-4-yl]-2-hydroxyethyl]acetamide CN(C1=NC=CC(=C1)[C@@H](CO)NC(C)=O)C